(1r,4r)-4-((5-(5-chlorobenzofuran-2-yl)-1,3,4-oxadiazol-2-yl)methyl)cyclohexane-1-amine ClC=1C=CC2=C(C=C(O2)C2=NN=C(O2)CC2CCC(CC2)N)C1